6-chloro-2-(3-methoxypropyl)-2H-pyrazolo[3,4-b]pyridine trifluoroacetate salt FC(C(=O)O)(F)F.ClC=1C=CC=2C(N1)=NN(C2)CCCOC